N1=CC(=CC=C1)C1=C(C=CC=C1)C1=CC(=CC=2C3=C(C=CC=C3C=CC12)C1=C(C=CC=C1)C=1C=NC=CC1)C1=C(C=CC=C1)C=1C=NC=CC1 1,3,5-tris[(3-pyridyl)-phenyl]phenanthrene